C(C)(=O)NCCCC[C@@H](C(=O)NC)NC(=O)C=1N=C(SC1)[C@H]1N(C[C@@H](C1)N)C(=O)C=1N=C2N(C=C(C=C2)Cl)C1 N-((S)-6-acetamido-1-(methylamino)-1-oxohexan-2-yl)-2-((2S,4R)-4-amino-1-(6-chloroimidazo[1,2-a]pyridine-2-carbonyl)pyrrolidin-2-yl)thiazole-4-carboxamide